NCC(CN1N=CN(C1=O)CC=1SC(=CC1)C#CC1=CC=2OCCNC2N=C1)=C(F)F 2-[2-(aminomethyl)-3,3-difluoro-allyl]-4-[[5-[2-(3,4-dihydro-2H-pyrido[3,2-b][1,4]oxazin-7-yl)ethynyl]-2-thienyl]methyl]-1,2,4-triazol-3-one